ClC=1C=C(NC2(CCC3(C(CC4=CC=C(C=C34)F)C[C@H](COCC3=CC=C(C=C3)OC)C)CC2)C(=O)OC)C=CC1 methyl (1r,4R)-4-(3-chloroanilino)-6'-fluoro-2'-{(2R)-3-[(4-methoxyphenyl)methoxy]-2-methylpropyl}-2',3'-dihydrospiro[cyclohexane-1,1'-indene]-4-carboxylate